N-(2-((4-tert-butylphenyl)amino)-1-(4-methoxyphenyl)-2-oxoethyl)-5-oxoprolinamide C(C)(C)(C)C1=CC=C(C=C1)NC(C(C1=CC=C(C=C1)OC)NC([C@H]1NC(CC1)=O)=O)=O